1,22-bis[12-(4-hydroxymethyl-3-methoxyphenoxy)dodecyloxy]docosane OCC1=C(C=C(OCCCCCCCCCCCCOCCCCCCCCCCCCCCCCCCCCCCOCCCCCCCCCCCCOC2=CC(=C(C=C2)CO)OC)C=C1)OC